C1(C(CC(CC1)C(C)C)=O)C p-Menthan-2-on